(1S,2S)-methyl-2-((3-amino-5-methoxyphenoxy)methyl)cyclopropanecarboxylic acid C[C@]1([C@H](C1)COC1=CC(=CC(=C1)OC)N)C(=O)O